N,N-dimethyl-1-propylamine trifluoroacetate FC(C(=O)O)(F)F.CN(C)CCC